5-((S)-3-((S)-sec-butyl)-2-oxo-2,3,4,5-tetrahydro-1H-benzo[e][1,4]diazepine-4-carbonyl)-N-(2-hydroxyethyl)-1H-pyrrole-2-carboxamide [C@H](C)(CC)[C@@H]1N(CC2=C(NC1=O)C=CC=C2)C(=O)C2=CC=C(N2)C(=O)NCCO